4-[[4-(difluoromethyl)-2-(trifluoromethyl)phenoxy]methyl]-3-methoxybenzaldehyde FC(C1=CC(=C(OCC2=C(C=C(C=O)C=C2)OC)C=C1)C(F)(F)F)F